C(C)(C)(C)C=1C=C(C=CC1)[C@H](C)NC(=O)C1=CC=C2C=C(N(C2=C1)CC(C)(C)C)C (S)-N-(1-(3-(tert-butyl)phenyl)ethyl)-2-methyl-1-neopentyl-1H-indole-6-carboxamide